FC=1C(=NN(C1)CC1=CC=C(C=C1)F)C(=O)N[C@@H]1C(N(C2=C(OC1)C=CC(=N2)C#C[Si](C)(C)C)C)=O (S)-4-fluoro-1-(4-fluorobenzyl)-N-(5-methyl-4-oxo-7-((trimethylsilyl)ethynyl)-2,3,4,5-tetrahydropyrido[3,2-b][1,4]oxazepin-3-yl)-1H-pyrazole-3-carboxamide